4-(4-hydroxy-3-hydroxymethyl-phenoxy)benzonitrile OC1=C(C=C(OC2=CC=C(C#N)C=C2)C=C1)CO